5-chloro-N2-(2-methoxy-4-(methylsulfonyl)phenyl)-N4-(2-methoxyethyl)-7H-pyrrolo[2,3-d]pyrimidine-2,4-diamine ClC1=CNC=2N=C(N=C(C21)NCCOC)NC2=C(C=C(C=C2)S(=O)(=O)C)OC